1-[(2R,4R)-2-Methyloxetan-4-yl]-2-{1-[(6-methylpyridin-3-yl)methyl]-5-oxopyrrolidin-3-yl}-1H-imidazo[4,5-c]quinoline-8-carbonitrile C[C@H]1O[C@H](C1)N1C(=NC=2C=NC=3C=CC(=CC3C21)C#N)C2CN(C(C2)=O)CC=2C=NC(=CC2)C